(6-chloro-1-hydroxy-2,3,1-benzodiazaborinin-2-yl)-(2-fluorophenyl)methanone ClC=1C=CC2=C(C=NN(B2O)C(=O)C2=C(C=CC=C2)F)C1